FC1=C(OC2=C(C=C(C=C2)CS(=O)(=O)CC)C=2C=C(C(N(C2)C)=O)OCC(F)(F)F)C=CC(=C1)F 5-[2-(2,4-difluorophenoxy)-5-(ethylsulfonylmethyl)phenyl]-1-methyl-3-(2,2,2-trifluoroethoxy)pyridin-2-one